CC(C=C)=O but-3-ene-2-one